C(CC=CC=C)=O 3,5-hexadienal